C(#N)C=1C=NN2C1C(=CC(=C2)C=2C=NN(C2)C)N2C[C@@H](CC2)NC(CC=2C=NC(=CC2)OC)=O (R)-N-(1-(3-cyano-6-(1-methyl-1H-pyrazol-4-yl)pyrazolo[1,5-a]pyridin-4-yl)pyrrolidin-3-yl)-2-(6-methoxypyridin-3-yl)acetamide